4-chloro-1-(3-(difluoromethoxy)phenyl)-3-isopropyl-N-(4-methyl-1,1-dioxidotetrahydro-2H-thiopyran-4-yl)-2-oxo-2,3-dihydro-1H-benzo[d]imidazole-5-carboxamide ClC1=C(C=CC=2N(C(N(C21)C(C)C)=O)C2=CC(=CC=C2)OC(F)F)C(=O)NC2(CCS(CC2)(=O)=O)C